C(=O)C1=CC(=NC=C1)NC(OC(C)(C)C)=O TERT-BUTYL 4-FORMYLPYRIDIN-2-YLCARBAMATE